(E) and (Z)-(2-chloro-6-hydroxy-4-methoxyphenyl)cyclopropylmethanone O-acetyloxime C(C)(=O)ON=C(C1CC1)C1=C(C=C(C=C1O)OC)Cl